C(CCC)NC=1N=CC2=C(N(C(C=3C=C(C=CC23)N2CCN(CC2)C2COC2)=O)[C@@H]2CC[C@H](CC2)O)N1 trans-3-(Butylamino)-5-(4-hydroxycyclohexyl)-8-(4-(oxetan-3-yl)piperazin-1-yl)pyrimido[4,5-c]isoquinolin-6(5H)-one